phenyl-methylsulfonyl fluoride C1(=CC=CC=C1)CS(=O)(=O)F